C(C1=CC=CC=C1)OC1=C(C(=C(C(=C1F)F)F)F)S(=O)(=O)N(CC1=CC=C(C=C1)OC)CC1=CC=C(C=C1)OC 2-(benzyloxy)-3,4,5,6-tetrafluoro-N,N-bis(4-methoxybenzyl)benzenesulfonamide